tert-butyl R-4-(3-hydroxypropyl)-2,2-dimethyloxazolidine-3-carboxylate OCCC[C@H]1N(C(OC1)(C)C)C(=O)OC(C)(C)C